5-(2-nitrophenyl)sulfonyl-4,6,7,8-tetrahydropyrazolo[1,5-a][1,4]diazepine-2-carbaldehyde [N+](=O)([O-])C1=C(C=CC=C1)S(=O)(=O)N1CC=2N(CCC1)N=C(C2)C=O